CS(=O)C=1C=C(C=CC1)C1=C(C(=NC=C1C(F)(F)F)OC1=CC=C(C=C1)OC(F)(F)F)C(=O)N (3-methylsulfinylphenyl)-2-[4-(trifluoromethoxy)phenoxy]-5-(trifluoromethyl)pyridine-3-carboxamide